dichlorotriazainine ClC1=CC(=NN=N1)Cl